(3-chloropyridin-2-yl)-1,1-diphenylmethanimine ClC=1C(=NC=CC1)N=C(C1=CC=CC=C1)C1=CC=CC=C1